ClC1=C(C=CC=C1Cl)N1C=CC=2C(=NC=3C(=CC=CC3C21)F)C (2,3-dichlorophenyl)-6-fluoro-4-methyl-1H-pyrrolo[3,2-c]quinolin